sec-pentyl-benzene C(C)(CCC)C1=CC=CC=C1